(2R,3R,4S,5R,6R)-6-((1-(bicyclo[1.1.1]pent-1-yl)-1H-1,2,3-triazol-4-yl)methyl)-2-(hydroxymethyl)-5-methoxy-4-(4-(2,3,4-trifluorophenyl)-1H-1,2,3-triazol-1-yl)tetrahydro-2H-pyran-3-ol C12(CC(C1)C2)N2N=NC(=C2)C[C@@H]2[C@@H]([C@H]([C@H]([C@H](O2)CO)O)N2N=NC(=C2)C2=C(C(=C(C=C2)F)F)F)OC